C(C)(C)N([Si]([Si](C=C)(C=C)C=C)(Cl)Cl)C(C)C 1-diisopropylamino-1,1-dichloro-2,2,2-trivinyldisilane